1-(((3S)-1-((3-cyano-1-azetidinyl)sulfonyl)-3-piperidinyl)carbonyl)-N-(2-fluoro-4-methoxybenzyl)-D-prolinamide C(#N)C1CN(C1)S(=O)(=O)N1C[C@H](CCC1)C(=O)N1[C@H](CCC1)C(=O)NCC1=C(C=C(C=C1)OC)F